5-Bromopyridazin Hydrobromid Br.BrC=1C=CN=NC1